N-(7-fluoro-1,3-dioxo-1,3-dihydroisobenzofuran-4-yl)acetamide [4-[(1R,2S)-6-tert-butoxy-2-phenyl-tetralin-1-yl]phenyl]1,1,2,2,3,3,4,4,4-nonafluorobutane-1-sulfonate C(C)(C)(C)OC=1C=C2CC[C@@H]([C@@H](C2=CC1)C1=CC=C(C=C1)OS(=O)(=O)C(C(C(C(F)(F)F)(F)F)(F)F)(F)F)C1=CC=CC=C1.FC=1C=CC(=C2C(OC(C12)=O)=O)NC(C)=O